FC=1C=CC2=C(CCO2)C1CNC1=NC=C(C=2N1C=NN2)C=2C=1N(C=C(C2)F)C(=CN1)S(=O)(=O)C N-((5-fluoro-2,3-dihydrobenzofuran-4-yl)methyl)-8-(6-fluoro-3-(methylsulfonyl)imidazo[1,2-a]pyridin-8-yl)-[1,2,4]triazolo[4,3-c]pyrimidin-5-amine